6-(2,6-difluorophenyl)-5-fluoropyridin-2-carboxamid FC1=C(C(=CC=C1)F)C1=C(C=CC(=N1)C(=O)N)F